4-(2-(2-(2-isopropylphenyl)-4-(4-(methylsulfonyl)benzyl)piperazin-1-yl)-7-azaspiro[3.5]nonan-7-yl)benzamide C(C)(C)C1=C(C=CC=C1)C1N(CCN(C1)CC1=CC=C(C=C1)S(=O)(=O)C)C1CC2(C1)CCN(CC2)C2=CC=C(C(=O)N)C=C2